Cl.N[C@@H](C(=O)OC(C)(C)C)CC(C)C tert-Butyl (2R)-2-amino-4-methylpentanoate hydrochloride